FC1=C(C(=CC(=C1F)F)F)C1=CC(=C(C=C1F)O)CC(=O)N (2',3',4',6,6'-pentafluoro-4-hydroxy-[1,1-biphenyl]-3-yl)acetamide